4-((1-(1-Cyanoethyl)-7-methoxy-1H-indazol-6-yl)amino)-6-(cyclopropanecarboxamido)-N-(methyl-d3)nicotinamide C(#N)C(C)N1N=CC2=CC=C(C(=C12)OC)NC1=CC(=NC=C1C(=O)NC([2H])([2H])[2H])NC(=O)C1CC1